NC=1C(N(C=CN1)CC=1C=CC2=C(NC(O[C@@]2(C(C)(F)F)C#CC2CC2)=O)C1)=O (S)-7-((3-amino-2-oxopyrazin-1(2H)-yl)methyl)-4-(cyclopropylethynyl)-4-(1,1-difluoroethyl)-1,4-dihydro-2H-benzo[d][1,3]oxazin-2-one